2-(2,6-dichloro-3-(3-phenylpropylamino)benzamido)-3-(3-((R)-2,3-dihydro-1H-inden-1-yl)ureido)propanoic acid ClC1=C(C(=O)NC(C(=O)O)CNC(=O)N[C@@H]2CCC3=CC=CC=C23)C(=CC=C1NCCCC1=CC=CC=C1)Cl